7-bromo-2-(hexan-3-yloxy)-N,N-bis(4-methoxybenzyl)imidazo[2,1-f][1,2,4]triazin-4-amine BrC1=CN=C2C(=NC(=NN21)OC(CC)CCC)N(CC2=CC=C(C=C2)OC)CC2=CC=C(C=C2)OC